1-(2-(Cyclopropanesulfonamido)pyrimidin-4-yl)-4-(dimethylamino)-N-(5-(6-ethoxypyrazin-2-yl)pyridin-2-yl)cyclohexane-1-carboxamide C1(CC1)S(=O)(=O)NC1=NC=CC(=N1)C1(CCC(CC1)N(C)C)C(=O)NC1=NC=C(C=C1)C1=NC(=CN=C1)OCC